C[N+]1=CC=C(C=C1)CCO 1-methyl-4-(2-hydroxyethyl)pyridinium